ClC1=C2C(=NC=C1C=1C=C(C=CC1)N1C(CN(CC1)C(COC1CCN(CC1)C=1C=C3CN(C(C3=CC1)=O)C1C(NC(CC1)=O)=O)=O)=O)NC=C2C2CC2 3-(5-(4-(2-(4-(3-(4-chloro-3-cyclopropyl-1H-pyrrolo[2,3-b]pyridin-5-yl)phenyl)-3-oxopiperazin-1-yl)-2-oxoethoxy)piperidin-1-yl)-1-oxoisoindolin-2-yl)piperidine-2,6-dione